4-(4-(methylsulfonyl)piperazin-1-yl)-1H-pyrrolo[2,3-b]pyridin CS(=O)(=O)N1CCN(CC1)C1=C2C(=NC=C1)NC=C2